(2RS,4aSR,9bRS)-2,8-dimethyl-4,4a,5,9b-tetrahydroindeno[1,2-d][1,3]dioxine C[C@@H]1OC[C@H]2[C@@H](O1)C1=CC(=CC=C1C2)C |r|